Dinatrium succinat C(CCC(=O)[O-])(=O)[O-].[Na+].[Na+]